C1(CC1)CNC1=C(C#N)C=C(C=C1)C1=NC(=NO1)C=1C=CC2=C(NC(O2)=O)C1 2-((cyclopropylmethyl)amino)-5-(3-(2-oxo-2,3-dihydrobenzo[d]oxazol-5-yl)-1,2,4-oxadiazol-5-yl)benzonitrile